C(C1=CC=CC=C1)N(C=1C2=C(N=CN1)NC(=C2)C2=CC(=C(CNCCN(C)C)C=C2)F)C N1-(4-(4-(Benzyl(methyl)amino)-7H-pyrrolo[2,3-d]pyrimidin-6-yl)-2-fluorobenzyl)-N2,N2-dimethylethane-1,2-diamine